8'-methyl-N-(1,3-oxazol-2-ylmethyl)-2'-(pyridin-2-ylmethyl)-2',5'-dihydrospiro[cyclopropane-1,4'-furo[2,3-g]indazole]-7'-carboxamide CC1=C(OC=2CC3(C4=CN(N=C4C21)CC2=NC=CC=C2)CC3)C(=O)NCC=3OC=CN3